C(C)(=O)O[BH-](OC(C)=O)OC(C)=O.[Na+].COC1=CC=2N=CN=C(C2N=C1O[C@H](C)C=1N=COC1)C=1C(=NN(C1)C)C1=CC=CC=C1 (R)-4-(1-((7-methoxy-4-(1-methyl-3-phenyl-1H-pyrazol-4-yl)pyrido[3,2-d]pyrimidin-6-yl)oxy)ethyl)oxazole sodium triacetoxyborohydride